Cl.FC1=C2C=C(N=NC2=CC=C1)C1CCNCC1 5-fluoro-3-(piperidin-4-yl)cinnoline hydrochloride